tert-butyl 4-chloro-7-((5-(2-(2-hydroxypropan-2-yl)morpholino)pyridin-2-yl)amino)-1-oxoisoindoline-2-carboxylate ClC1=C2CN(C(C2=C(C=C1)NC1=NC=C(C=C1)N1CC(OCC1)C(C)(C)O)=O)C(=O)OC(C)(C)C